decane-1,10-dithiol C(CCCCCCCCCS)S